O=C1NC(CCC1N1C(C2=CC=C(C=C2C1=O)OC1CN(C1)C(=O)OC(C)(C)C)O)=O tert-butyl 3-[[2-(2,6-dioxopiperidin-3-yl)-1-hydroxy-3-oxo-1H-isoindol-5-yl] oxy]azetidine-1-carboxylate